2-(difluoromethyl)-5-(6-((4-(1-methylpiperidin-4-yl)-1H-1,2,3-triazol-1-yl)methyl)pyridin-3-yl)-1,3,4-oxadiazole FC(C=1OC(=NN1)C=1C=NC(=CC1)CN1N=NC(=C1)C1CCN(CC1)C)F